CN1C(CCC1)=O methyl-2-pyrrolidon